[Si](C)(C)(C(C)(C)C)O[C@H]1COCC[C@@H]1NC(=S)NC(OC(C)(C)C)=O |r| tert-Butyl N-({(3RS,4SR)-3-[tert-butyl(dimethyl)silyl]oxytetrahydropyran-4-yl}-carbamothioyl)carbamate